2,3-dibutyl-1,4-butanediol benzoate mesitylglyoxylate C1(=C(C(=CC(=C1)C)C)C(C(=O)OCC(C(COC(C1=CC=CC=C1)=O)CCCC)CCCC)=O)C